3-chlorobenzyl ((2S)-3-cyclohexyl-1-oxo-1-((1-oxo-3-(6-oxo-5-azaspiro[3.4]octan-7-yl)propan-2-yl)amino)propan-2-yl)carbamate C1(CCCCC1)C[C@@H](C(NC(C=O)CC1C(NC2(CCC2)C1)=O)=O)NC(OCC1=CC(=CC=C1)Cl)=O